3-(Acetyliminomethyl)-N-(1-butyl-3-oxo-1,3-dihydroisobenzofuran-5-yl)benzamide C(C)(=O)N=CC=1C=C(C(=O)NC=2C=C3C(OC(C3=CC2)CCCC)=O)C=CC1